[Cl-].[Cl-].C1(C=CC=C1)[Hf+2]C1(C(=C(C(=C1CCC)C)C)C)C (cyclopentadienyl)(propyltetramethylcyclopentadienyl)hafnium dichloride